3-(1'-benzyl-5-(4-methoxyphenyl)-3'-(p-tolyl)-3,4-dihydro-1'H,2H-[3,4'-bipyrazole]-2-carbonyl)benzoic acid C(C1=CC=CC=C1)N1N=C(C(=C1)C1N(N=C(C1)C1=CC=C(C=C1)OC)C(=O)C=1C=C(C(=O)O)C=CC1)C1=CC=C(C=C1)C